6-(4-(1-(2-aminopyridin-3-yl)-2,2,2-trifluoroethyl)-8-chloro-5,6-dihydro-4H-[1,4]oxazepino[5,6,7-de]quinazolin-9-yl)-4-methyl-5-(trifluoromethyl)pyridin-2-amine NC1=NC=CC=C1C(C(F)(F)F)N1CCOC=2C=3C1=NC=NC3C=C(C2Cl)C2=C(C(=CC(=N2)N)C)C(F)(F)F